C[Si](O[C@@H]1CC[C@H](CC1)C1(NC=NC=C1N)N)(C(C)(C)C)C 4-(trans-4-{[dimethyl-(2-methyl-2-propyl)silyl]oxy}cyclohexyl)-4,5-pyrimidinediamine